C(C)N1C(C(NC2=CC=CC=C12)=O)=O 1-ethylquinoxaline-2,3(1h,4h)-dione